FC(CO)(F)C=1C=C(C=C(C1)F)[C@@H](C)NS(=O)(=O)C(C)(C)C (R)-N-[(1R)-1-[3-(1,1-difluoro-2-hydroxyethyl)-5-fluorophenyl]ethyl]-2-methylpropane-2-sulfonamide